4-methoxy-7-Nitroquinoline-8-ol COC1=CC=NC2=C(C(=CC=C12)[N+](=O)[O-])O